aluminum tris(diethylphosphinate) C(C)P([O-])(=O)CC.C(C)P([O-])(=O)CC.C(C)P([O-])(=O)CC.[Al+3]